FC(C1(CCNCC1)CO)(F)F (4-(trifluoromethyl)piperidin-4-yl)methanol